COC1=C(C(=C2C(=O)CC(OC2=C1)C3=CC=C(C=C3)O)OC)O The molecule is a dimethoxyflavanone that is flavanone substituted by methoxy groups at positions 5 and 7 and hydroxy groups at positions 6 and 4'. It is a dimethoxyflavanone, a dihydroxyflavanone and a member of 4'-hydroxyflavanones. It derives from a flavanone.